1-(3,5-dimethoxybenzyl)-azetidin-3-ol COC=1C=C(CN2CC(C2)O)C=C(C1)OC